ClC1=CC=C(C=C1)C(C(=O)OCC(C)C)C1=C(C=CC=C1)N(C(=O)OCC(C)C)C1CCCCC1 isobutyl 2-(4-chlorophenyl)-2-(2-(cyclohexyl(isobutoxycarbonyl)amino)phenyl)acetate